The molecule is a fatty amide obtained by formal condensation of the carboxy group of arachidonic acid with the amino group of 2-oxoserotonin. It has a role as a human metabolite. It is a fatty amide, a member of hydroxyindoles, a member of phenols and a member of oxindoles. It derives from a serotonin and an arachidonic acid. CCCCC/C=C\\C/C=C\\C/C=C\\C/C=C\\CCCC(=O)NCCC1C2=C(C=CC(=C2)O)NC1=O